6-{5-cyclopropyl-2'-[(3,3-difluoro-1-azetidinyl)carbonyl]-4'-fluoro-3-biphenylyl}-2-[(2-methoxyethylamino)methyl]-1,6-dihydro-1,4,6-triaza-7-indenone C1(CC1)C=1C=C(C=C(C1)C1=C(C=C(C=C1)F)C(=O)N1CC(C1)(F)F)N1C=NC=2C=C(NC2C1=O)CNCCOC